FC1=CC=C(COC([C@@H](C)NP(=O)(OC2=CC=CC=C2)Cl)=O)C=C1 (2R)-2-((chloro(phenoxy)phosphoryl)amino)propionic acid 4-fluorobenzyl ester